C1(CC1)C(C(=O)N1[C@@H](C[C@H](C1)O)C(=O)N[C@@H](C)C1=CC=C(C=C1)C1=C(N=CS1)C)N1N=NC(=C1)N1CC2(C1)CNC2 (2S,4R)-1-[2-cyclopropyl-2-(4-{2,6-diazaspiro[3.3]heptan-2-yl}-1,2,3-triazol-1-yl)acetyl]-4-hydroxy-N-[(1S)-1-[4-(4-methyl-1,3-thiazol-5-yl)phenyl]ethyl]pyrrolidine-2-carboxamide